BrC1=CC=C(C=C1)C1=NN(C(=C1C#N)C(=O)OCC)C1CC(CCC1)O ethyl 3-(4-bromophenyl)-4-cyano-1-(3-hydroxycyclohexanyl)-1H-pyrazole-5-carboxylate